5-(cyclopent-1-en-1-yl)-2-(6-(methyl(2,2,6,6-tetramethylpiperidin-4-yl)amino)pyridazin-3-yl)phenol C1(=CCCC1)C=1C=CC(=C(C1)O)C=1N=NC(=CC1)N(C1CC(NC(C1)(C)C)(C)C)C